F[C@H]1CN(CC[C@H]1O)C1=NC=CC(=C1)NC=1N=CC2=C(N1)C(=CN=C2N(C(OC(C)(C)C)=O)C)C(C)C tert-butyl (2-((2-((3S,4R)-3-fluoro-4-hydroxypiperidin-1-yl)pyridin-4-yl)amino)-8-isopropylpyrido[4,3-d]pyrimidin-5-yl)(methyl)carbamate